N[C@@H]1CC[C@H](CC1)C1(CN(C(=O)N)C)CC(=CC=C1)OC(CCC)CC 1-(4-amino-trans-cyclohexyl)-3-(4-hexyloxy)benzyl-1-methylurea